N-[2-bromo-4-(1,1,1,2,3,3,3-heptafluoropropan-2-yl)-6-(difluoromethoxy)phenyl]-3-(cyclopropylmethylamino)-2-fluorobenzamide BrC1=C(C(=CC(=C1)C(C(F)(F)F)(C(F)(F)F)F)OC(F)F)NC(C1=C(C(=CC=C1)NCC1CC1)F)=O